lithium 3-glycidyloxypropanesulfonate C(C1CO1)OCCCS(=O)(=O)[O-].[Li+]